ClC1=NC=C(C(=N1)Cl)C1(COC1)F 2,4-dichloro-5-(3-fluorooxetan-3-yl)pyrimidine